C(C#C)OC(=O)NCCCC[C@H](N)C(=O)O N6-(propargyloxy)carbonyl-lysine